2-Methyl-1-(p-tolyl)but-3-en-2-ol CC(CC1=CC=C(C=C1)C)(C=C)O